BrC1=NN=C(S1)N([C@H]1[C@H]([C@@H]2CC[C@H](C1)N2C(=O)OC(C)(C)C)F)C |r| racemic-tert-butyl (1S,2S,3R,5R)-3-[(5-bromo-1,3,4-thiadiazol-2-yl)(methyl)amino]-2-fluoro-8-azabicyclo[3.2.1]octane-8-carboxylate